COC1=CC=C(C=C1)COC(C(=O)O)(C)C 2-[(4-methoxyphenyl)methoxy]-2-methylpropanoic acid